6-amino-7-(3-hydroxy-2,6-dimethylphenyl)-2-methyl-4-(trifluoromethyl)-7H-pyrrolo[2,3-d]pyrimidine-5-carboxamide NC1=C(C2=C(N=C(N=C2C(F)(F)F)C)N1C1=C(C(=CC=C1C)O)C)C(=O)N